O1C(=NC2=C1C=CC=C2)[C@@H]2N(CC=1NC=NC12)C(=O)C1=CC=NN1C(F)F (R)-(4-(benzo[d]oxazol-2-yl)-4,6-dihydropyrrolo[3,4-d]imidazol-5(1H)-yl)(1-(difluoromethyl)-1H-pyrazol-5-yl)methanone